BrC1=C(C=C2C(=NC(=NC2=C1F)OC[C@]12CCCN2C[C@@H](C1)F)N1C[C@H]2CC[C@@H](C1)N2C(=O)OC(C)(C)C)F tert-butyl (1R,5S)-3-(7-bromo-6,8-difluoro-2-(((2R,7aS)-2-fluorotetrahydro-1H-pyrrolizin-7a(5H)-yl) methoxy) quinazolin-4-yl)-3,8-diazabicyclo[3.2.1]octane-8-carboxylate